ClC1=CC(=C(C(=N1)C(F)(F)F)[N+](=O)[O-])N 6-chloro-3-nitro-2-(trifluoromethyl)pyridin-4-amine